N-[1-(cyclobutylmethyl)-1H-pyrazol-4-yl]-6-pyrimidin-5-ylpyridine-2-carboxamide C1(CCC1)CN1N=CC(=C1)NC(=O)C1=NC(=CC=C1)C=1C=NC=NC1